The molecule is a sialopentaosylceramide consisting of alpha-Neu5Ac-(2->3)-beta-D-Gal-(1->3)-beta-D-GalNAc-(1->4)-[alpha-Neu5Ac-(2->3)]-beta-D-Gal-(1->4)-beta-D-Glucosyl unit attached to the Cer(d18:1/20:0). It has a role as a mouse metabolite. It derives from an icosanoic acid. CCCCCCCCCCCCCCCCCCCC(=O)N[C@@H](CO[C@H]1[C@@H]([C@H]([C@@H]([C@H](O1)CO)O[C@H]2[C@@H]([C@H]([C@H]([C@H](O2)CO)O[C@H]3[C@@H]([C@H]([C@H]([C@H](O3)CO)O)O[C@H]4[C@@H]([C@H]([C@H]([C@H](O4)CO)O)O[C@@]5(C[C@@H]([C@H]([C@@H](O5)[C@@H]([C@@H](CO)O)O)NC(=O)C)O)C(=O)O)O)NC(=O)C)O[C@@]6(C[C@@H]([C@H]([C@@H](O6)[C@@H]([C@@H](CO)O)O)NC(=O)C)O)C(=O)O)O)O)O)[C@@H](/C=C/CCCCCCCCCCCCC)O